3-(5-Fluoropyridin-3-yl)acrolein FC=1C=C(C=NC1)C=CC=O